FC(C1=CC=C(C=C1)NC(NC1=CC=C(C=C1)S(=O)(=O)N1[C@H](CCC1)C(=O)OCC)=O)(F)F ethyl ((4-(3-(4-(trifluoromethyl)phenyl)ureido)phenyl)sulfonyl)-D-prolinate